BrC1=C(C[C@H]2C[C@@H](N(C2=O)C(=O)OC(C)(C)C)C(=O)OCC2=CC=CC=C2)C=CC=C1 2-benzyl 1-(tert-butyl) (2R,4S)-4-(2-bromobenzyl)-5-oxopyrrolidine-1,2-dicarboxylate